(2S,4R)-1-(2-(3-acetyl-5-(2-methylpyrazolo[1,5-a]pyrimidin-6-yl)-1H-indol-1-yl)acetyl)-4-fluoro-N-(1-(2,2,2-trifluoroethyl)-1H-pyrazol-3-yl)pyrrolidine-2-carboxamide C(C)(=O)C1=CN(C2=CC=C(C=C12)C=1C=NC=2N(C1)N=C(C2)C)CC(=O)N2[C@@H](C[C@H](C2)F)C(=O)NC2=NN(C=C2)CC(F)(F)F